2-(4-((Tert-Butoxycarbonyl)amino)pyrimidin-2-yl)cyclopropane-1-carboxylic acid ethyl ester C(C)OC(=O)C1C(C1)C1=NC=CC(=N1)NC(=O)OC(C)(C)C